N=S(=O)(C)CCC1CCN(CC1)C1=NC=NC2=CC(=CC=C12)OC imino({2-[1-(7-methoxyquinazolin-4-yl)piperidin-4-yl]ethyl})methyl-λ6-sulfanone